Ethyl 2-(((E)-2-hydroxy-6-(2-((5-((1S,3R)-3-((isopropylcarbamoyl)oxy)cyclopentyl)-1H-pyrazol-3-yl)amino)-2-oxoethoxy)-4-methoxybenzylidene)amino)acetate OC1=C(\C=N\CC(=O)OCC)C(=CC(=C1)OC)OCC(=O)NC1=NNC(=C1)[C@@H]1C[C@@H](CC1)OC(NC(C)C)=O